diethoxyphosphoryl-2-fluoro-acetic acid ethyl ester C(C)OC(C(F)P(=O)(OCC)OCC)=O